2-(2,5-dibromophenoxy)-N,N-dimethylethylamine BrC1=C(OCCN(C)C)C=C(C=C1)Br